tert-butyl (3-((2-chloro-5-(4-methylpiperazin-1-yl)pyrimidin-4-yl)oxy)phenyl)carbamate ClC1=NC=C(C(=N1)OC=1C=C(C=CC1)NC(OC(C)(C)C)=O)N1CCN(CC1)C